tert-butyl 4-((4-(5-(7-cyano-4-methyl-3,4-dihydroquinoxalin-1(2H)-yl)-1,3-dimethyl-2-oxo-1,2-dihydroquinolin-7-yl)piperidin-1-yl)methyl)piperidine-1-carboxylate C(#N)C1=CC=C2N(CCN(C2=C1)C1=C2C=C(C(N(C2=CC(=C1)C1CCN(CC1)CC1CCN(CC1)C(=O)OC(C)(C)C)C)=O)C)C